N-tert-Butoxycarbonyl-N-(2,3-dimethyl-4-nitro-phenyl)carbamic acid tert-butyl ester C(C)(C)(C)OC(N(C1=C(C(=C(C=C1)[N+](=O)[O-])C)C)C(=O)OC(C)(C)C)=O